FC1=C(C=NN1COCC[Si](C)(C)C)C1=C(C=C(C=C1)NC1=NC(=NN1C)C=1C=NC(=CC1)F)OC (4-(5-fluoro-1-((2-(trimethylsilyl)ethoxy)methyl)-1H-pyrazol-4-yl)-3-methoxyphenyl)-3-(6-fluoropyridin-3-yl)-1-methyl-1H-1,2,4-triazol-5-amine